Cl.NC1(CC(C1)(O)CO)CO (1s,3s)-3-Amino-1,3-bis(hydroxymethyl)cyclobutanol monohydrochloride